FC1=C(C=CC=C1)C1=CC=CN1 5-(2-fluorophenyl)pyrrole